C(C1=CC=CC=C1)(=O)NC1=NC(N(C=C1)[C@@H]1CC[C@H](CC1)CN(C(OC(C)(C)C)=O)[C@@H]1CC[C@H](CC1)NC(=O)OC(C)(C)C)=O tert-butyl ((trans-4-(4-benzamido-2-oxopyrimidin-1(2H)-yl)cyclohexyl)methyl)(trans-4-((tert-butoxycarbonyl)amino)cyclohexyl)carbamate